tert-butyl 8-hydroxy-1-methyl-2,4a,5,7,8,8a-hexahydro-1,6-naphthyridine-6-carboxylate OC1CN(CC2C=CCN(C12)C)C(=O)OC(C)(C)C